CC1=C(C(=O)P(OC2=CC=CC=C2)OC2=CC=CC=C2)C(=CC(=C1)C)C 2,4,6-trimethylbenzoyl-diphenyloxy-phosphorus